C1(=CC=CC=C1)C1=C(C(=CC(=C1)C1=CC=CC=C1)C1=CC=CC=C1)C1=CC(=CC=C1)NC1=CC=C(C=C1)C1=CC=C(C=C1)C1=CC=CC=C1 (3',5'-diphenyl-1,1':2',1''-terphenyl-3''-yl)-(1,1':4',1''-terphenyl-4-yl)-amine